C(C)(C)(C)[S@](=O)\N=C\C=1C=C(C=C(C1)C(F)(F)F)NC(OC(C)(C)C)=O tert-butyl (S,E)-(3-(((tert-butylsulfinyl)imino)methyl)-5-(trifluoromethyl)phenyl)carbamate